ClC1=CC(=C(COC2=CC=CC(=N2)C2CCN(CC2)CC2=NC3=C(N2CCN2N=C(C=C2)C)C=C(C=C3)C(=O)O)C=C1)F 2-[(4-{6-[(4-chloro-2-fluorobenzyl)oxy]pyridin-2-yl}piperidin-1-yl)methyl]-1-[2-(3-methyl-1H-pyrazol-1-yl)ethyl]-1H-benzimidazole-6-carboxylic acid